2-[[6-[[5-chloro-2-[rac-(2R,4R)-4-[[3-(2,6-dioxo-3-piperidyl)-1-methyl-indazol-6-yl]amino]-2-methyl-1-piperidyl]pyrimidin-4-yl]amino]-1-methyl-2-oxo-3-quinolyl]oxy]-N-methyl-acetamide ClC=1C(=NC(=NC1)N1[C@@H](C[C@@H](CC1)NC1=CC=C2C(=NN(C2=C1)C)C1C(NC(CC1)=O)=O)C)NC=1C=C2C=C(C(N(C2=CC1)C)=O)OCC(=O)NC |r|